S(C)(=O)(=O)[O-].OC1=CC=C(C=C1)[S+](C)C 4-hydroxyphenyl-dimethyl-sulfonium mesylate